tert-butyl 2-[4-[1-(2,6-dioxo-3-piperidyl)-3-methyl-2-oxo-benzimidazol-5-yl]-1-piperidyl]acetate O=C1NC(CCC1N1C(N(C2=C1C=CC(=C2)C2CCN(CC2)CC(=O)OC(C)(C)C)C)=O)=O